benzyl (3S,4R)-4-amino-3-hydroxypiperidine-1-carboxylate N[C@H]1[C@H](CN(CC1)C(=O)OCC1=CC=CC=C1)O